N12C=NC3=NC=NC3=C1NCC2 N1,N6-ethano-adenine